N[C@@H](CC1=CC=CC=C1)C(=O)N[C@@H](CCC(=O)O)C(=O)N[C@@H]([C@@H](C)CC)C(=O)N[C@@H](CC(C)C)C(=O)N1[C@@H](CCC1)C(=O)N[C@@H]([C@@H](C)CC)C(=O)N[C@@H](CC1=CC=C(C=C1)O)C(=O)N[C@@H](CCCCN)C(=O)O phenylalanyl-glutamyl-isoleucyl-leucyl-prolyl-isoleucyl-tyrosyl-lysine